BrC=1C=NC=CC1C1(CN(C1)C(=O)OC(C)(C)C)O tert-butyl 3-(3-bromo-4-pyridinyl)-3-hydroxy-azetidine-1-carboxylate